5-bromo-N-[2-carbamoyl-4-[1,1-difluoro-2-(isopropylamino)-2-oxo-ethyl]-6-methyl-phenyl]-2-(3-chloro-2-pyridyl)pyrazole-3-carboxamide BrC=1C=C(N(N1)C1=NC=CC=C1Cl)C(=O)NC1=C(C=C(C=C1C)C(C(=O)NC(C)C)(F)F)C(N)=O